C(C)(=O)O[C@@H]1[C@@H]([C@H]([C@@H](O[C@@H]1COCC1=CC=CC=C1)O[C@H]1[C@@H]([C@H]([C@H](OCCCN=[N+]=[N-])O[C@@H]1COCC1=CC=CC=C1)OCC1=CC=CC=C1)OCC1=CC=CC=C1)OCC1=CC=CC=C1)O 3-Azidopropyl 4-O-acetyl-2,6-di-O-benzyl-β-D-galactopyranosyl-(1→4)-2,3,6-tri-O-benzyl-β-D-glucopyranoside